ClC=1N=C(N2C1C(=CC(=C2)S(=O)(=O)NC2(CC2)C)OC2CCOCC2)C=2SC(=NN2)C(F)F 1-chloro-3-(5-(difluoromethyl)-1,3,4-thiadiazol-2-yl)-N-(1-methylcyclopropyl)-8-((tetrahydro-2H-pyran-4-yl)oxy)imidazo[1,5-a]pyridine-6-sulfonamide